COC1=C(C=C2C=CC(=NC2=C1)C(NC)=O)C1=NN=C(S1)N(C1C[C@H]2CCC[C@@H](C1)N2C(=O)OC(C)(C)C)C tert-butyl (1R,3s,5S)-3-((5-(7-methoxy-2-(methylcarbamoyl)quinolin-6-yl)-1,3,4-thiadiazol-2-yl)(methyl)amino)-9-azabicyclo[3.3.1]nonane-9-carboxylate